ethyl 2-amino-2-thioxo-acetate NC(C(=O)OCC)=S